C1C2(CN3C1C(NC1=C(C3=O)C=CC=C1)=O)CC2 spiro[cyclopropane-1,2'-pyrrolo[2,1-c][1,4]benzodiazepine]-5',11'(10'H,11a'H)-dione